C(#N)C1=CC=C(C=C1)NNCC(=O)O (Z)-2-(2-(4-cyanophenyl)hydrazino)acetic acid